N1C(=CC=C1)C(=O)[O-].P.[Ru+3].N1C(=CC=C1)C(=O)[O-].N1C(=CC=C1)C(=O)[O-] ruthenium phosphine pyrrolate